(7R,14R)-11-((3-aminocyclobutyl)ethynyl)-1-(difluoromethoxy)-6-(methyl-d3)-6,7-dihydro-7,14-methanobenzo[f]benzo[4,5]imidazo[1,2-a][1,4]diazocin-5(14H)-one NC1CC(C1)C#CC1=CC2=C(N=C3N2[C@H]2C4=C(C(N([C@@H]3C2)C([2H])([2H])[2H])=O)C=CC=C4OC(F)F)C=C1